1-(5-(4-methylpiperazin-1-yl)-2-(trifluoromethoxy)phenyl)guanidine CN1CCN(CC1)C=1C=CC(=C(C1)NC(=N)N)OC(F)(F)F